1-(1-(2-((2-(1-(Cyclopropylsulfonyl)-1H-pyrazol-4-yl)pyrimidin-4-yl)amino)-5-((1-methyl-1H-pyrazol-4-yl)ethynyl)pyridin-4-yl)piperidin-4-yl)-N2,N2,2-trimethylpropane-1,2-diamine C1(CC1)S(=O)(=O)N1N=CC(=C1)C1=NC=CC(=N1)NC1=NC=C(C(=C1)N1CCC(CC1)C(C(C)(N(C)C)C)N)C#CC=1C=NN(C1)C